tert-butyl 4-[5-[[5-(1H-benzimidazol-2-yl)-1-methyl-pyrazol-3-yl] carbamoyl]-2-pyridyl]-2-(hydroxymethyl)piperazine-1-carboxylate N1C(=NC2=C1C=CC=C2)C2=CC(=NN2C)NC(=O)C=2C=CC(=NC2)N2CC(N(CC2)C(=O)OC(C)(C)C)CO